2-((2-(2,6-Dioxopiperidin-3-yl)-1-oxoisoindolin-4-yl)oxy)-N-(9-(3-(7-(4-(2-hydroxyethyl)piperazin-1-yl)-2-methyl-5-phenylpyrazolo[1,5-a]pyrimidin-3-yl)phenyl)nonyl)-acetamide O=C1NC(CCC1N1C(C2=CC=CC(=C2C1)OCC(=O)NCCCCCCCCCC1=CC(=CC=C1)C=1C(=NN2C1N=C(C=C2N2CCN(CC2)CCO)C2=CC=CC=C2)C)=O)=O